7-(2,4-difluorobenzyl)-9-methoxy-2-[(1R)-3-hydroxy-1-methylpropyl]-1,8-dioxo-1,8-dihydro-2H-pyrido[1,2-a]pyrazine-7-carboxamide FC1=C(CC2(C(C(=C3N(C=CN(C3=O)[C@@H](CCO)C)C2)OC)=O)C(=O)N)C=CC(=C1)F